OC(CN(CCNC(CCCCCCC\C=C/C\C=C/CCCCC)=O)CCO)CO N-[2-[(2,3-dihydroxypropyl)(2-hydroxyethyl)amino]ethyl]linoleamide